OCNC(C1=CN=CC=C1)=O nicotinic acid-N-(hydroxymethyl)amide